O[C@H]1CN(C[C@@H]1OC)C(=O)OC(C)(C)C tertbutyl (3S,4S)-3-hydroxy-4-methoxypyrrolidine-1-carboxylate